1-((2S,4R)-4-((3-(4-chlorophenoxy)benzyl)oxy)-2-methylpiperidine-1-carbonyl)-1H-pyrazole-3-carboxylic acid ClC1=CC=C(OC=2C=C(CO[C@H]3C[C@@H](N(CC3)C(=O)N3N=C(C=C3)C(=O)O)C)C=CC2)C=C1